(S)-3-(6-(5-fluoro-2-methylpyridin-3-yl)-4-((3-(trifluoromethyl)phenyl)sulfonyl)-3,4-dihydro-2H-benzo[b][1,4]oxazin-2-yl)propanoic acid FC=1C=C(C(=NC1)C)C1=CC2=C(O[C@H](CN2S(=O)(=O)C2=CC(=CC=C2)C(F)(F)F)CCC(=O)O)C=C1